NCCCC[C@@H](C(N1[C@@H](CCC1)C(=O)N1CC2=CC=CC=C2CC1)=O)NC(/C=C/C1=CC=C(C=C1)C(F)(F)P(O)(O)=O)=O ((4-((E)-3-(((S)-6-amino-1-oxo-1-((S)-2-(1,2,3,4-tetrahydroisoquinoline-2-carbonyl)pyrrolidin-1-yl)hexan-2-yl)amino)-3-oxoprop-1-en-1-yl)phenyl)difluoromethyl)phosphonic acid